methyl 6-methylsulfanylpyridazine-3-carboxylate CSC1=CC=C(N=N1)C(=O)OC